[Si].[Ti].[Cu] copper-titanium-silicon